FC1=C(C(=O)N2CCC(CC2)C=2C(=CC(=NC2)N)OC)C=C(C(=C1)OCC1CC(C1)C)OC 5-(1-{2-Fluoro-5-methoxy-4-[(3-methylcyclobutyl)methoxy]benzoyl}piperidin-4-yl)-4-methoxypyridin-2-amine